7-{3-[(4-methoxy-6-methylpyrimidin-2-yl)carbamoyl]azetidin-1-yl}-5-methyl-4-oxo-1-(1,2,4-thiadiazol-5-yl)-1,4-dihydro-1,8-naphthyridine-3-carboxylic acid COC1=NC(=NC(=C1)C)NC(=O)C1CN(C1)C1=CC(=C2C(C(=CN(C2=N1)C1=NC=NS1)C(=O)O)=O)C